N1C(=CC=C1)\C=C\1/C(NC2=CC=C(C=C12)F)=O (Z)-3-((1H-pyrrol-2-yl)methylene)-5-fluoroindolin-2-one